C(C)(C)(C)OC(=O)N1CC(CCC1)C1=CC(=C(C=C1)N)OC 3-(4-Amino-3-methoxyphenyl)piperidine-1-carboxylic acid tert-butyl ester